C(C)C=1C(=NNC1C)C(=O)OCC ethyl 4-ethyl-5-methyl-1H-pyrazole-3-carboxylate